7-chloro-3-fluoro-1H-pyrrolo[3,2-b]pyridine-5-carboxylic acid methyl ester COC(=O)C1=CC(=C2C(=N1)C(=CN2)F)Cl